N,N-Dimethylcyclohexylamin CN(C)C1CCCCC1